C1(CC1)C(=O)C1=NC(=CC=C1)OC cyclopropyl(6-methoxypyridin-2-yl)methanone